N-(5-(6-ethoxypyrazin-2-yl)pyridin-2-yl)-4-(2-((2-methylpropyl)sulfonylamino)pyrimidin-4-yl)tetrahydro-2H-pyran-4-carboxamide C(C)OC1=CN=CC(=N1)C=1C=CC(=NC1)NC(=O)C1(CCOCC1)C1=NC(=NC=C1)NS(=O)(=O)CC(C)C